n-methyl-1-(2-fluoro-4-(1-((3S,5R)-3,4,5-trimethylpiperazin-1-yl)-[1,2,4]triazolo[4,3-a]quinoxalin-8-yl)phenyl)piperidin-4-amine CNC1CCN(CC1)C1=C(C=C(C=C1)C1=CC=C2N=CC=3N(C2=C1)C(=NN3)N3C[C@@H](N([C@@H](C3)C)C)C)F